4-((3-((4-aminobutyl)(methyl)amino)propyl)amino)-2-(2,6-dioxopiperidin-3-yl)isoindoline-1,3-dione NCCCCN(CCCNC1=C2C(N(C(C2=CC=C1)=O)C1C(NC(CC1)=O)=O)=O)C